1-(2,2-dimethylcyclopropyl)4-cyclopropylbenzene CC1(C(C1)C1=CC=C(C=C1)C1CC1)C